5-bromo-1-methyl-1H-pyrazol-3-amine BrC1=CC(=NN1C)N